N1(N=CN=C1)C=O (1,2,4-triazol-1-yl)methanone